N-((R)-3,3-difluoro-1-(methyl-d3)piperidin-4-yl)-6-fluoro-5-(1-((R)-1-fluoropropan-2-yl)-1H-benzo[d][1,2,3]triazol-6-yl)-4-methoxypyrrolo[2,1-f][1,2,4]triazin-2-amine FC1(CN(CC[C@H]1NC1=NN2C(C(=N1)OC)=C(C(=C2)F)C=2C=CC1=C(N(N=N1)[C@@H](CF)C)C2)C([2H])([2H])[2H])F